C(C1=CC=CC=C1)(=O)C1=CC=C(CNC(\C=C/C(=O)O)=O)C=C1 N-(4-benzoylbenzyl)-maleic acid monoamide